3-(5-(3-ethoxy-5-nitrophenyl)-1-methyl-1H-pyrazol-4-yl)-4-methyl-4H-1,2,4-triazole C(C)OC=1C=C(C=C(C1)[N+](=O)[O-])C1=C(C=NN1C)C1=NN=CN1C